6-(cycloheptylamino)pyrazine C1(CCCCCC1)NC1=CN=CC=N1